CC=1N(C(=CC1)C)C1=NN2C(C=C(C=C2)C2=NC(=CC=C2)C=2C=NN(C2)C(COC)C2=CC=CC=C2)=N1 2-(2,5-dimethyl-1H-pyrrol-1-yl)-7-(6-(1-(2-methoxy-1-phenylethyl)-1H-pyrazol-4-yl)pyridin-2-yl)-[1,2,4]triazolo[1,5-a]pyridine